C1(CC1)S(=O)(=N)C1=CC=C(O1)C(=O)N 5-(cyclopropylsulfonimidoyl)furan-2-carboxamide